((3-chlorobenzyl)amino)-6-(3,5-dimethylisoxazol-4-yl)-N-((1-methyl-1H-imidazol-2-yl)methyl)quinazoline-2-carboxamide ClC=1C=C(CNC2=NC(=NC3=CC=C(C=C23)C=2C(=NOC2C)C)C(=O)NCC=2N(C=CN2)C)C=CC1